F[C@@H]1[C@H]2CC[C@@H](C[C@@H]1OC1=CC=C(N=N1)C1=C(C=C(C=C1)C=1C=NNC1)O)N2 2-(6-(((1r,2r,3s,5s)-2-fluoro-8-azabicyclo[3.2.1]oct-3-yl)oxy)pyridazin-3-yl)-5-(1H-pyrazol-4-yl)phenol